1-(tert-Butoxycarbonyl)-4-(((6-(cyclopropyl(4-(trifluoromethyl)benzyl)amino)-5-fluoropyrimidin-4-yl)amino)methyl)piperidine-4-carboxylic acid C(C)(C)(C)OC(=O)N1CCC(CC1)(C(=O)O)CNC1=NC=NC(=C1F)N(CC1=CC=C(C=C1)C(F)(F)F)C1CC1